NC1=NN(C(=N1)CC1=CC=CC=C1)CC1=CC=C(C=C1)C=C 3-amino-5-benzyl-1-(4-vinylbenzyl)-1H-1,2,4-triazole